C1=CC=CC=2C3=CC=CC=C3C(C12)COC(=O)NCCCCCC(=O)NCCCC(=O)O 4-(6-((((9H-fluoren-9-yl)methoxy)carbonyl)amino)hexanamido)butanoic acid